7-(chloromethyl)-3-cyclopropyl-1H-1,5-naphthyridin-2-one ClCC1=CN=C2C=C(C(NC2=C1)=O)C1CC1